2-[(1S,4S,5R)-5-[(3-cyclohexyl-5-cyclopropyl-1,2-oxazol-4-yl)methoxy]-2-azabicyclo[2.2.1]Heptane-2-yl]-4-(trifluoromethoxy)-1,3-benzothiazole-6-carboxylic acid C1(CCCCC1)C1=NOC(=C1CO[C@H]1[C@@H]2CN([C@H](C1)C2)C=2SC1=C(N2)C(=CC(=C1)C(=O)O)OC(F)(F)F)C1CC1